C1=CC=CC=2C3=CC=CC=C3C(C12)COC(=O)N(C(C(=O)O)CC1=C(C=CC=C1)OC)C 2-((((9H-Fluoren-9-yl)methoxy)carbonyl)(methyl)amino)-3-(2-methoxyphenyl)propanoic acid